FC1=C(C=CC=2C3=C(C(NC12)=O)OC=C3)CN3CCN(CC3)C=3C(=NC(=CC3)C(NC([2H])([2H])[2H])=O)C 6-fluoro-7-((4-(2-methyl-6-((methyl-d3)carbamoyl)pyridin-3-yl)piperazin-1-yl)methyl)furo[2,3-c]quinolin-4(5H)-one